C(C)NC1=C(C=CC=C1C)C N-ethyl-2,6-dimethylaniline